BrC1=CC=2N(C=C1)N=C(N2)C2=CC=C(C=C2)C#N 7-bromo-2-(4-cyanophenyl)-[1,2,4]triazolo[1,5-a]pyridine